C(CCCCCCCCCCCCCCCCC)OC(CCC1=CC(=C(C(=C1)C(C)(C)C)O)C(C)(C)C)=O 3-(3',5'-di-t-butyl-4'-hydroxyphenyl)propanoic acid n-octadecyl ester